3-cyclohexyl-N-(2-(piperidin-1-yl)-4-(4-(trifluoromethyl)phenethyl)phenyl)propanamide C1(CCCCC1)CCC(=O)NC1=C(C=C(C=C1)CCC1=CC=C(C=C1)C(F)(F)F)N1CCCCC1